1-fluoro-12-(((2R,7aS)-2-fluorotetrahydro-1H-pyrrolizin-7a(5H)-yl)methoxy)-5-methyl-4,5,5a,6,7,8,9,10-octahydro-3,10a,11,13,14-pentaaza-6,9-methanonaphtho[1,8-ab]heptalene FC1=C2N=C(N=C3C2=C(CC(C2C4CCC(CN32)N4)C)N=C1)OC[C@]14CCCN4C[C@@H](C1)F